OCCN(C(OCC1=CC=CC=C1)=O)C benzyl N-(2-hydroxyethyl)-N-methyl-carbamate